OCCOCCOCCC1(SC=CC1)C(=O)N 2-(2-(2-(2-hydroxyethoxy)ethoxy)ethyl)thiophene-2-carboxamide